4-(N-Boc-2-(methylamino)ethyl)aniline C(=O)(OC(C)(C)C)N(CCC1=CC=C(N)C=C1)C